O=C1N(C(C2=CC=CC=C12)=O)CCOC1CCN(CC1)C(=O)OC(C)(C)C tert-butyl 4-[2-(1,3-dioxoisoindolin-2-yl)ethoxy]piperidine-1-carboxylate